N-(6-bromo-5-methylpyridin-3-yl)acetamide BrC1=C(C=C(C=N1)NC(C)=O)C